(2S,3S)-1-((S)-tert-butylsulfinyl)-3-phenylazetidine-2-carboxylic acid C(C)(C)(C)[S@](=O)N1[C@@H]([C@H](C1)C1=CC=CC=C1)C(=O)O